C(C)(=O)ON=C(C1=C(C=CC=C1)C)C=1C=C2C=3C=C(C=CC3N(C2=CC1)CC)CC(CC1CCCC1)=O 3-cyclopentyl-1-[9-ethyl-6-(2-methylbenzoyl)-9H-carbazol-3-yl]propanone-1-(O-acetyl oxime)